8-hydroxy-5-methyl-6-oxo-5,6-dihydro-1,5-naphthyridine-2,7-dinitrile hydrochloride Cl.OC1=C(C(N(C=2C=CC(=NC12)C#N)C)=O)C#N